N-{(2S,3R)-4,4-difluoro-2-[(2-fluoro[1,1'-biphenyl]-3-yl)methyl]-2-[(2R)-oxolane-2-carbonyl]pyrrolidin-3-yl}cyclopropane-sulfonamide FC1([C@@H]([C@](NC1)(C(=O)[C@@H]1OCCC1)CC=1C(=C(C=CC1)C1=CC=CC=C1)F)NS(=O)(=O)C1CC1)F